C(C)(C)C1=CC=C(C=C1)NC(N(C)C)=O 3-p-isopropyl-phenyl-1,1-dimethylurea